C(C(=O)[O-])(C)CC tert.-pentanoate